(S)-3-amino-2-hydroxypropylphosphinic acid NC[C@@H](CP(O)=O)O